NC1=NC2=CC=C(C=C2C=C1C)C(=O)N(CC=1N=NC(=CC1)N1CCOCC1)[C@H](C)C1=NC=CC=C1F 2-amino-N-((1R)-1-(3-fluoro-2-pyridinyl)ethyl)-3-methyl-N-((6-(4-morpholinyl)-3-pyridazinyl)methyl)-6-quinolinecarboxamide